OC(=O)C(F)(F)F.C[C@H]1NC[C@@H]2N(CC[C@@H]21)C(=O)C=2OC(=CN2)C2=CC(=NC=C2)C#N |r| rac-4-(2-((3aR,4R,6aR)-4-methyloctahydropyrrolo[3,4-b]pyrrole-1-carbonyl)-oxazol-5-yl)picolinonitrile TFA salt